FC(C1CCC(CC1)CCN1C[C@@H](C([C@@H](C1)O)O)O)(F)F (3S,4R,5R)-1-(2-((1r,4R)-4-(trifluoromethyl)cyclohexyl)ethyl)piperidine-3,4,5-triol